Cl.N[C@H]1C(N(CC1)C)=O (R)-3-amino-1-methylpyrrolidin-2-one hydrochloride